N-(9-((2R,5S,6R)-6-((bis(4-methoxyphenyl)(phenyl)methoxy)methyl)-5-hydroxytetrahydro-2H-pyran-2-yl)-9H-purin-6-yl)benzamide COC1=CC=C(C=C1)C(OC[C@@H]1[C@H](CC[C@@H](O1)N1C2=NC=NC(=C2N=C1)NC(C1=CC=CC=C1)=O)O)(C1=CC=CC=C1)C1=CC=C(C=C1)OC